CN1N=C(C2=CC=C(C=C12)NC1CCNCC1)N1C(NC(CC1)=O)=O 1-(1-methyl-6-(piperidin-4-ylamino)-1H-indazol-3-yl)dihydropyrimidine-2,4(1H,3H)-dione